N1=CC(=CC=C1)C1=NN=C(O1)C12CC3(CC(CC(C1)C3)C2)NC(=O)C2=NC(=CN=C2)C 6-Methyl-pyrazine-2-carboxylic acid [3-(5-pyridin-3-yl-[1,3,4]oxadiazol-2-yl)-adamantan-1-yl]-amide